(S)-5-((5-Chloro-2-(2,2,6,6-tetramethylmorpholino)pyrimidin-4-yl)amino)-1-methyl-3-((1-(2,2,2-trifluoroethyl)pyrrolidin-2-yl)methyl)-1,3-dihydro-2H-benzo[d]imidazol-2-on ClC=1C(=NC(=NC1)N1CC(OC(C1)(C)C)(C)C)NC1=CC2=C(N(C(N2C[C@H]2N(CCC2)CC(F)(F)F)=O)C)C=C1